2-((4-(2-(4-chloro-2-fluorophenyl)-4-methyl-2H-chromene-8-yl)piperidin-1-yl)methyl)-1-(((S)-oxetane-2-yl)methyl)-1H-benzo[d]imidazole-6-carboxylic acid ClC1=CC(=C(C=C1)C1OC2=C(C=CC=C2C(=C1)C)C1CCN(CC1)CC1=NC2=C(N1C[C@H]1OCC1)C=C(C=C2)C(=O)O)F